C(C)(C)(C)OC(=O)NCC1CN(CC1)C1=NC(=NC=C1C=1CN(CC1)C(=O)OC(C)(C)C)C1=C(C=C(C=C1)C(F)(F)F)F tert-butyl 3-(4-(3-(((tert-butoxycarbonyl)amino)methyl)pyrrolidin-1-yl)-2-(2-fluoro-4-(trifluoromethyl)phenyl)pyrimidin-5-yl)-2,5-dihydro-1H-pyrrole-1-carboxylate